benzyl (2S)-4-[7-chloro-8-methyl-2-[[(2S)-1-methylpyrrolidin-2-yl]methoxy]pyrido[4,3-d]pyrimidin-4-yl]-2-(cyanomethyl)piperazine-1-carboxylate ClC1=C(C=2N=C(N=C(C2C=N1)N1C[C@@H](N(CC1)C(=O)OCC1=CC=CC=C1)CC#N)OC[C@H]1N(CCC1)C)C